COC1=C(OC2CC(C2)N(C)C)C=C(C(=C1)[N+](=O)[O-])C (1s,3s)-3-(2-methoxy-5-methyl-4-nitrophenoxy)-N,N-dimethylcyclobutan-1-amine